CN(C(=O)NC1=CC(=NC=C1)C(F)(F)F)[C@H](C)C1=CNC(C2=CC=CC=C12)=O (R)-1-methyl-1-(1-(1-oxo-1,2-dihydroisoquinolin-4-yl)ethyl)-3-(2-(trifluoromethyl)pyridin-4-yl)urea